5-octyltridecyl-octadeca-9,12-dienoic acid ethyl ester C(C)OC(C(CCCCCCC=CCC=CCCCCC)CCCCC(CCCCCCCC)CCCCCCCC)=O